1-(4-(2,6-dioxopiperidin-3-yl)-3,5-difluorophenyl)azetidin-3-yl(3-fluoro-5-methylphenyl)carbamate O=C1NC(CCC1C1=C(C=C(C=C1F)N1CC(C1)N(C([O-])=O)C1=CC(=CC(=C1)C)F)F)=O